FC1=C2C=CN(C2=CC(=C1OC1=CC(=C(C=C1)F)I)F)S(=O)(=O)C1=CC=C(C)C=C1 4,6-Difluoro-5-(4-fluoro-3-iodophenoxy)-1-tosyl-1H-indole